(3S,5S,8R,9S,10S,13R,14S,17R)-3,13-diethyl-l-7-((2R,5S)-5-hydroxy-6-methylheptan-2-yl)-10-methylhexadecahydro-1H-cyclopenta[a]phenanthren-3-ol C(C)[C@@]1(CC[C@@]2([C@H]3CC[C@]4(CCC[C@H]4[C@H]3C(C[C@H]2C1)[C@H](C)CC[C@@H](C(C)C)O)CC)C)O